Cl.N[C@H](C(C(=O)NC1CC1)O)C[C@H]1C(NCC1)=O (3S)-3-amino-N-cyclopropyl-2-hydroxy-4-[(3S)-2-oxopyrrolidin-3-yl]butanamide hydrochloride